C(C)(=O)N1CCN(CC1)C1=NN(C=2C=CC=C(C12)C1=C(C=C2C=NN(C2=C1)C)F)CC(=O)O [3-(4-acetylpiperazin-1-yl)-5'-fluoro-1'-methyl-[4,6'-biindazol]-1-yl]acetic acid